dimethyl (1-isobutylbenzylidene)malonate C(C(C)C)C1(C=C(C(=O)OC)C(=O)OC)CC=CC=C1